(2R,3S,4R,5R)-5-(6-amino-2-chloro-9H-purin-9-yl)-3-ethynyl-2-(hydroxymethyl)tetrahydrofuran-3,4-diol NC1=C2N=CN(C2=NC(=N1)Cl)[C@H]1[C@@H]([C@@]([C@H](O1)CO)(O)C#C)O